C(CCCCCCCCCC)OC=1C=C(C=CC1)C1=CC=[NH+]C=C1 4-(3-undecoxyphenyl)pyridin-1-ium